5-hexylthio-1-[2-(trimethoxysilyl)ethyl]-1H-tetrazole C(CCCCC)SC1=NN=NN1CC[Si](OC)(OC)OC